C1CNCC=2C(NC=3N(C21)C=CC3)=O 1,2,3,4-tetrahydropyrido[3,4-e]pyrrolo[1,2-a]pyrimidin-5(6H)-one